1-hydroxyundecane OCCCCCCCCCCC